methyl-3-ethyl-imidazole chloride [Cl-].CC1=NC=CN1CC